N-((2S,3R)-3-hydroxy-1-(((R)-3-methyl-1-(6-methyl-4,9-dioxo-1,3,6,2-dioxazaboronan-2-yl)butyl)amino)-1-oxobutan-2-yl)-6-phenylpicolinamide O[C@@H]([C@@H](C(=O)N[C@@H](CC(C)C)B1OC(CCN(CC(O1)=O)C)=O)NC(C1=NC(=CC=C1)C1=CC=CC=C1)=O)C